[C@H]12CN(C[C@H](CC1)O2)C=2C(N(C=C1C2N=C(N=C1N[C@H](C)C1=C(C(=CC=C1)C(F)F)F)C)C1(CC1)CF)=O 8-((1R,5S)-8-oxa-3-azabicyclo[3.2.1]octan-3-yl)-4-(((R)-1-(3-(difluoromethyl)-2-fluorophenyl)ethyl)amino)-6-(1-(fluoromethyl)cyclopropyl)-2-methylpyrido[4,3-d]pyrimidine-7(6H)-one